(2S,3R)-1-(tert-Butoxycarbonyl)-3-(1,3-dioxoisoindolin-2-yl)pyrrolidine-2-carboxylic acid C(C)(C)(C)OC(=O)N1[C@@H]([C@@H](CC1)N1C(C2=CC=CC=C2C1=O)=O)C(=O)O